FC=1C=C2CN(CC2=CC1)C(=O)NC1=CC=C(C=C1)C12CC(C1)(C2)C(NCC(C)(C)O)=O 5-FLUORO-N-(4-(3-((2-HYDROXY-2-METHYL-PROPYL)CARBAMOYL)BICYCLO[1.1.1]PENTAN-1-YL)PHENYL)ISOINDOLINE-2-CARBOXAMIDE